4-(ethylamino)-3-hexen-2-one C(C)NC(=CC(C)=O)CC